3-(azetidin-3-yl)-3-oxopropanoic acid ethyl ester trifluoroacetate salt FC(C(=O)O)(F)F.C(C)OC(CC(=O)C1CNC1)=O